N-(5-((3-Fluoro-5-(trifluoromethyl)pyridin-2-yl)oxy)-2-methoxyphenyl)-1-(2-methoxyacetyl)-5-oxopyrrolidine-2-carboxamide FC=1C(=NC=C(C1)C(F)(F)F)OC=1C=CC(=C(C1)NC(=O)C1N(C(CC1)=O)C(COC)=O)OC